FC(CN1C(=NC2=NC=C(C=C21)C=2C=CN1N=C(N=CC12)NC1CCC(CC1)(O)C)C)F Trans-4-((5-(1-(2,2-difluoroethyl)-2-methyl-1H-imidazo[4,5-b]pyridin-6-yl)pyrrolo[2,1-f][1,2,4]triazin-2-yl)amino)-1-methylcyclohexane-1-ol